2-Amino-4-phenyl-4H-pyran NC=1OC=CC(C1)C1=CC=CC=C1